C1(CCC1)CN(C1CCC(CC1)N(C1=CC(N(C=2C=CC(=NC12)C#N)C)=O)C)C1=CC(=CC(=C1)F)F 8-((4-((cyclobutylmethyl)(3,5-difluorophenyl)amino)cyclohexyl)(methyl)amino)-5-methyl-6-oxo-5,6-dihydro-1,5-naphthyridine-2-carbonitrile